N-(1-Isobutylpyrrolidin-3-yl)-4-(pyrazin-2-ylmethyl)-3,4-dihydroquinoxaline-1(2H)-carboxamide C(C(C)C)N1CC(CC1)NC(=O)N1CCN(C2=CC=CC=C12)CC1=NC=CN=C1